2-((4-fluoro-2-isopropylphenyl)amino)-4-(trifluoromethyl)benzoic acid FC1=CC(=C(C=C1)NC1=C(C(=O)O)C=CC(=C1)C(F)(F)F)C(C)C